sodium 2,4,6-trichlorobenzoate ClC1=C(C(=O)[O-])C(=CC(=C1)Cl)Cl.[Na+]